5-Tritriacontene CCCCC=CCCCCCCCCCCCCCCCCCCCCCCCCCCC